COC1=CC=C(C=C1)C1=CC=C(C=C1)C=C 4-methoxy-4'-vinyl-1,1'-biphenyl